2-[[4-[2-(4-chloro-2-fluoro-phenyl)-2-methyl-1,3-benzodioxol-4-yl]-2,6-difluoro-phenyl]methyl]-3-(2-methoxyethyl)benzimidazole-5-carboxylic acid ClC1=CC(=C(C=C1)C1(OC2=C(O1)C=CC=C2C2=CC(=C(C(=C2)F)CC=2N(C1=C(N2)C=CC(=C1)C(=O)O)CCOC)F)C)F